C1(CC1)C1=CC(=NN1)NC1=NC(=NC=C1)N(C1CCN(CC1)C(C(=O)NC1=CC(=CC=C1)S(=O)(=O)C)=C)C 2-(4-((4-((5-cyclopropyl-1H-pyrazol-3-yl)amino)pyrimidin-2-yl)(methyl)amino)piperidin-1-yl)-N-(3-(methylsulfonyl)phenyl)propenamide